ClC=1C=C(C=CC1F)N(S(=O)(=O)CCN1CCN(CC1)S(=O)(=O)C)CC1=C(C=C(C=C1)C(=O)NN)F N-(3-chloro-4-fluorophenyl)-N-(2-fluoro-4-(hydrazinecarbonyl)benzyl)-2-(4-(methylsulfonyl)piperazin-1-yl)ethane-1-sulfonamide